C12CN(CC(CCC1)N2)C=2OC1=C(N2)C=C(C=C1C=1SC=CN1)C(C(F)(F)F)(C)O 2-(2-(3,9-diazabicyclo[3.3.1]nonan-3-yl)-7-(thiazol-2-yl)benzo[d]oxazol-5-yl)-1,1,1-trifluoropropan-2-ol